N1(C=NC=C1)C1=C2CCO[C@H](C2=CC=C1)CNC(OC(C)(C)C)=O (R)-tert-Butyl ((5-(1H-imidazol-1-yl)isochroman-1-yl)methyl)carbamate